ClC1=CC=C(C=C1)C1=C(CCC(C1)(C)C)CN1CCN(CC1)C1=CC(=C(C(=O)NS(=O)(=O)C2=CC3=CC=CC=C3C=C2)C=C1)OC=1C=C2C(=NC1)NC=C2 4-(4-{[2-(4-chlorophenyl)-4,4-dimethylcyclohex-1-en-1-yl]methyl}piperazin-1-yl)-N-(2-naphthylsulfonyl)-2-(1H-pyrrolo[2,3-b]pyridin-5-yloxy)benzamide